ClC=1C=CC=2N(N1)C(=CN2)CCC(=O)O 3-{6-chloroimidazo[1,2-b]pyridazine-3-yl}propanoic acid